N-((2-(((cyclobutylmethyl)amino)methyl)-1H-indol-6-yl)methyl)-[1,2,4]triazolo[1,5-a]pyrazine-6-carboxamide C1(CCC1)CNCC=1NC2=CC(=CC=C2C1)CNC(=O)C=1N=CC=2N(C1)N=CN2